C(C)(C)N1C(=NN=C1)C1=CC=CC(=N1)C1=C(OC2=C1C(=CC=C2)N2C=NC(=C2)SC)C(=O)N (6-(4-isopropyl-4H-1,2,4-triazol-3-yl)pyridin-2-yl)-4-(4-(methylthio)-1H-imidazol-1-yl)benzofuran-2-carboxamide